[Cl-].N12CCCCCC2=NCCC1 1,8-diazabicyclo[5.4.0]undec-7-ene chloride